6-Amino-3-((1S,3R)-4'-chloro-3-(1H-pyrazol-1-yl)-1',2'-dihydrospiro[cyclopentane-1,3'-pyrrolo[2,3-b]pyridin]-5'-yl)-2-fluoro-N,N-dimethylbenzamide NC1=CC=C(C(=C1C(=O)N(C)C)F)C=1C(=C2C(=NC1)NC[C@@]21C[C@@H](CC1)N1N=CC=C1)Cl